BrC1=C(C(=C2C(=NC=NC2=C1)O)F)Cl 7-bromo-6-chloro-5-fluoro-quinazolin-4-ol